vinyl-tris(methoxyethoxy)silane 7-(4-(4-(benzo[b]thiophen-4-yl)piperazin-1-yl)butoxy)quinolin-2-yl-tridecanoate S1C2=C(C=C1)C(=CC=C2)N2CCN(CC2)CCCCOC2=CC=C1C=CC(=NC1=C2)OC(CCCCCCCCCCCC)=O.C(=C)[Si](OCCOC)(OCCOC)OCCOC